2-(4-(6-bromo-7-chloro-2-oxo-1,2-dihydroquinolin-3-yl)phenyl)acetic acid ethyl ester C(C)OC(CC1=CC=C(C=C1)C=1C(NC2=CC(=C(C=C2C1)Br)Cl)=O)=O